BrC1=CC(=C(C(=C1)C)C(CCC(=O)OC)C#N)Cl methyl 4-(4-bromo-2-chloro-6-methylphenyl)-4-cyanobutanoate